(E)-5-(6,7-Dimethoxyquinazolin-4-yl)pent-4-enenitrile COC=1C=C2C(=NC=NC2=CC1OC)/C=C/CCC#N